N1=CC=CC2=C1NC1=CC=CC=C21 9H-pyrido[2,3-b]indol